[Br-].CC=1N=C(SC1C)C1=NN(N=[N+]1C1=CC=CC=C1)C1=CC=CC=C1 5-(4,5-dimethylthiazol-2-yl)-1,3-diphenyltetrazolium bromide